N-benzyloxycarbonyl-O-methylsulfonyl-L-homoserine methyl ester COC([C@@H](NC(=O)OCC1=CC=CC=C1)CCOS(=O)(=O)C)=O